COC=1C=CC=C2C(CCN(C12)C(=O)OC(C)(C)C)N1C(N(C2=NC(=NC=C2C1)SC)C)=O tert-butyl 8-methoxy-4-(1-methyl-7-methylsulfanyl-2-oxo-4H-pyrimido[4,5-d]pyrimidin-3-yl)-3,4-dihydro-2H-quinoline-1-carboxylate